4-(5-((2-(6-Aminopyridin-3-yl)-2-oxoethyl)thio)-1H-tetrazol-1-yl)benzoic acid NC1=CC=C(C=N1)C(CSC1=NN=NN1C1=CC=C(C(=O)O)C=C1)=O